C(C)(C)(C)OC(=O)N1CC(C1)N1CCC(CC1)N1N=C(C=2C1=NC=NC2N)C=2C=NC(=CC2)OC2=CC=CC=C2 3-(4-(4-amino-3-(6-phenoxypyridin-3-yl)-1H-pyrazolo[3,4-d]pyrimidin-1-yl)piperidin-1-yl)azetidine-1-carboxylic acid tert-butyl ester